CN1C(OC2=C1C=CC(=C2)N2CC1(C2)CCN(CC1)C(=O)OC(C)(C)C)=O tert-Butyl 2-(3-methyl-2-oxo-1,3-benzoxazol-6-yl)-2,7-diazaspiro[3.5]nonane-7-carboxylate